CNCC(=O)O METHYLGLYCIN